8-((6-chloropyridin-3-yl)methyl)-3-(2-methylallyl)pyrido[2,3-d]pyrimidine-2,4(3H,8H)-dione ClC1=CC=C(C=N1)CN1C=CC=C2C1=NC(N(C2=O)CC(=C)C)=O